ClCCC1=CC=C(C(=O)N(C)C)C=C1 4-(2-chloroethyl)-N,N-dimethylbenzamide